N-{2-hydroxy-5-[(5-methoxypyridin-2-yl)methoxy]phenyl}-5-methoxypyridine-2-carboxamide OC1=C(C=C(C=C1)OCC1=NC=C(C=C1)OC)NC(=O)C1=NC=C(C=C1)OC